COC1=NC=C(C2=C1N=C(S2)NC(=O)N2CC1(CC2)CCOCC1)N1CC(CCC1)OC 8-Oxa-2-aza-spiro[4.5]decane-2-carboxylic acid [4-methoxy-7-(3-methoxy-piperidin-1-yl)-thiazolo[4,5-c]pyridin-2-yl]-amide